methyl 2-(1-methyl-3-(5,6,7,8-tetrahydronaphthalen-1-yl)ureido)-5-oxo-5H-thieno[3,2-b]pyran-6-carboxylate CN(C(=O)NC1=CC=CC=2CCCCC12)C1=CC=2OC(C(=CC2S1)C(=O)OC)=O